racemic-7-(6-(1-(1-(4-fluorophenyl)ethyl)-1H-pyrazol-4-yl)-3-methoxypyrazin-2-yl)-[1,2,4]triazolo[1,5-a]pyridin-2-amine FC1=CC=C(C=C1)[C@@H](C)N1N=CC(=C1)C1=CN=C(C(=N1)C1=CC=2N(C=C1)N=C(N2)N)OC |r|